3,6-diethenyl-1,2,4,5-benzenetetracarbonitrile C(=C)C1=C(C(=C(C(=C1C#N)C#N)C=C)C#N)C#N